4-(((3s,4s)-3-(aminomethyl)-4-((4-chlorophenyl)sulfonyl)-3-hydroxypyrrolidin-1-yl)sulfonyl)benzonitrile NC[C@@]1(CN(C[C@@H]1S(=O)(=O)C1=CC=C(C=C1)Cl)S(=O)(=O)C1=CC=C(C#N)C=C1)O